(phenyldimethylphosphino)nickel C1(=CC=CC=C1)CP(C)[Ni]